N-(2-aminoethyl)-N-methyloxolane-3-amine NCCN(C1COCC1)C